C(=O)[O-].C(=O)[O-].O.O.[Mg+2] The molecule is the magnesium salt of formic acid, which exists in the solid state as a dihydrate. It is a magnesium salt and a hydrate. It derives from a formic acid.